C(CCC)N1C([C@H](NC(C12CCN(CC2)CC2=CC=C(C=C2)OC2=C(C=C(C=C2)C(=O)NCC(C)C)OC)=O)[C@@H](C2CCOCC2)O)=O (3R)-1-butyl-2,5-dioxo-3-((1R)-1-hydroxy-1-(tetrahydropyran-4-yl)methyl)-9-(4-(4-(2-methylpropyl)aminocarbonyl-2-methoxyphenoxy)phenylmethyl)-1,4,9-triazaspiro[5.5]undecane